Cl.Cl.C(C)OC=1C=CC(=NC1)C=1N(C(=NN1)C1CC(C1)N)C1=C(C=CC=C1)F (1S,3r)-3-(5-(5-ethoxypyridin-2-yl)-4-(2-fluorophenyl)-4H-1,2,4-triazol-3-yl)cyclobutan-1-amine dihydrochloride